2,2,7-trifluoro-4-(prop-2-yn-1-yl)-6-(2,3,5,6-tetrafluoro-4-(prop-2-yn-1-yloxy)phenyl)-2H-benzo[b][1,4]oxazin-3(4H)-one FC1(C(N(C2=C(O1)C=C(C(=C2)C2=C(C(=C(C(=C2F)F)OCC#C)F)F)F)CC#C)=O)F